1,6-dibromo-3-hydroxy-2-naphthoic acid BrC1=C(C(=CC2=CC(=CC=C12)Br)O)C(=O)O